FC1=C(C(=CC(=C1C)F)F)B(O)O 2,4,6-TRIFLUORO-3-METHYLPHENYLBORONIC ACID